2-(1-(1-(4-chloro-2-oxopyridin-1(2H)-yl)ethyl)-1H-imidazol-4-yl)-4H-pyrido[1,2-a]pyrimidin-4-one ClC1=CC(N(C=C1)C(C)N1C=NC(=C1)C=1N=C2N(C(C1)=O)C=CC=C2)=O